3-(4-((4-azidobutyl)thio)-1-oxoisoindolin-2-yl)piperidine-2,6-dione N(=[N+]=[N-])CCCCSC1=C2CN(C(C2=CC=C1)=O)C1C(NC(CC1)=O)=O